C(C)OC1=CC(=CC=C1)OC 1-ethoxy-3-methoxybenzene